tetradecyl-trimethyl-(ethoxy)silane C(CCCCCCCCCCCCC)C[Si](OCC)(C)C